C(C1=CC=CC=C1)OCC(C(O)C1=C(C=CC=C1)Cl)O 3-(benzyloxy)-1-(2-chlorophenyl)propane-1,2-diol